C(C)(C)(C)OC(=O)N1CC(CC=C1C=1C=NC(=CC1)NC)C.COC1=C(C=CC(=C1)OC)C=1SC(=CN1)C(=O)NCCCCCCC(=O)NO 2-(2,4-dimethoxyphenyl)-N-(7-(hydroxyamino)-7-oxoheptyl)thiazole-5-carboxamide tert-butyl-3-methyl-6-[6-(methylamino)-3-pyridyl]-3,4-dihydro-2H-pyridine-1-carboxylate